C1(CCC1)CNC(C)C=1C=C(C2=C(N=C(O2)C2=NC(=CC(=C2)C2=C(C=C(C=C2)F)C2=NN=CN2C)C2CC2)C1)C (cyclobutylmethyl)[1-(2-{6-cyclopropyl-4-[4-fluoro-2-(4-methyl-1,2,4-triazol-3-yl)phenyl]pyridin-2-yl}-7-methyl-1,3-benzoxazol-5-yl)ethyl]amine